ClC=1C=C(NC2(CCC3(C(CC4=CC=CC=C34)CC(CO)F)CC2)C(=O)OC)C=CC1 methyl (1r,4r)-4-(3-chloroanilino)-2'-(2-fluoro-3-hydroxypropyl)-2',3'-dihydrospiro[cyclohexane-1,1'-indene]-4-carboxylate